1-((1,4-dioxan-2-yl)methyl)-4-chloro-N-(3-methyl-5-(phenylethynyl)pyridin-2-yl)-1H-pyrazole-5-carboxamide O1C(COCC1)CN1N=CC(=C1C(=O)NC1=NC=C(C=C1C)C#CC1=CC=CC=C1)Cl